C1(=CC=CC=C1)CS(=O)(=O)OC1=C(OC(C1=O)([2H])C1=CC(=CC(=C1)F)F)N 2-amino-5-(3,5-difluorophenyl)-4-oxo-4,5-dihydrofuran-3-yl-5-d phenylmethanesulfonate